ClC1=C(C(=O)Cl)C=CC(=C1OC)S(=O)(=O)C 2-chloro-3-methoxy-4-methylsulfonyl-benzoyl chloride